3-Phenyl-6,6a-dihydro-1H-furo[3,4-b]pyrrol-2(4H)-one C1(=CC=CC=C1)C1=C2C(NC1=O)COC2